NC=1SC=C(N1)/C(/C(=O)O)=N/OC 2-(2-amino-4-thiazolyl)-(Z)-2-methoxyiminoacetic acid